[Cl-].C(CC)[N+](C)(C)CCCCCCCCCCCCCCCC propylhexadecyl-dimethyl-ammonium chloride